trans-1,3-butadiene-1,4-dicarboxylate C(=C\C=CC(=O)[O-])/C(=O)[O-]